(2S)-1,2,3,4-tetrahydro-naphthalen-2-amine C1[C@H](CCC2=CC=CC=C12)N